(S)-quinuclidin-3-yl (6'-(2,4-dimethoxyphenyl)-3',4'-dihydro-1'H-spiro[cyclopropane-1,2'-naphthalen]-1'-yl)carbamate COC1=C(C=CC(=C1)OC)C=1C=C2CCC3(C(C2=CC1)NC(O[C@@H]1CN2CCC1CC2)=O)CC3